ClC=1C=C(C=CC1)[C@]1(OCC1)CNC(=O)[C@@H]1[C@H](C1)C1=CC=CC=C1 (1S,2S)-N-[[(2S)-2-(3-chlorophenyl)oxetan-2-yl]methyl]-2-phenyl-cyclopropanecarboxamide